C(C)(=O)NC=1C=C(C[C@@H]2N([C@@H](OC2=O)C(C)(C)C)C(=O)OCC2=CC=CC=C2)C=CC1 Benzyl (2S,4S)-4-(3-acetamidobenzyl)-2-(tert-butyl)-5-oxooxazolidine-3-carboxylate